ethyl (4-fluorophenyl)glycinate FC1=CC=C(C=C1)NCC(=O)OCC